Methyl (4S)-6-(bromomethyl)-4-(3,4-difluoro-2-methyl-phenyl)-2-thiazol-2-yl-1,4-dihydropyrimidine-5-carboxylate BrCC1=C([C@@H](N=C(N1)C=1SC=CN1)C1=C(C(=C(C=C1)F)F)C)C(=O)OC